3-[3-Methoxy-4-(oxan-2-yloxy)phenyl]-1-phenylprop-2-en-1-one COC=1C=C(C=CC1OC1OCCCC1)C=CC(=O)C1=CC=CC=C1